CC=1N(C2=CC=C(C=C2C1C)C(N[C@@H](C)C1=C(C=C(C(=C1)F)F)F)=O)CC1=CC=C(C=C1)C=1C(=CC=CC1)C(=O)OC(C)(C)C (S)-tert-Butyl 4'-((2,3-dimethyl-5-((1-(2,4,5-trifluorophenyl)ethyl)carbamoyl)-1H-indol-1-yl)methyl)-[1,1'-biphenyl]-2-carboxylate